N1CCC=2C(=CC=CC12)C=O 2,3-dihydro-1H-indole-4-carbaldehyde